C1(=CC=CC2=CC=CC=C12)C(=O)OCOC(=O)C1=CC=CC2=CC=CC=C12.[Na] sodium methylene dinaphthalate